(4-(2,4-difluorophenyl)thiazol-2-yl)-2-phenoxy-2-((pivaloyloxy)amino)-N-(4-(trifluoromethyl)phenyl)acetamide hydrochloride Cl.FC1=C(C=CC(=C1)F)C=1N=C(SC1)C(C(=O)NC1=CC=C(C=C1)C(F)(F)F)(NOC(C(C)(C)C)=O)OC1=CC=CC=C1